C(CCCCCCCCCCCCCCCCCCCCCCCCCCCCC)[NH3+] triacontylammonium